3-(2-(3-(trifluoromethoxy)phenyl)-1H-indol-1-yl)isobenzofuran-1(3H)-one FC(OC=1C=C(C=CC1)C=1N(C2=CC=CC=C2C1)C1OC(C2=CC=CC=C12)=O)(F)F